1-(4-[(2-chloro-6-fluorophenyl)carbamoyl]-3-{[(2S)-1,1,1-trifluoropropan-2-yl]oxy}phenyl)-4-ethyl-5-oxo-4,5-dihydro-1H-1,2,4-triazole-3-carboxylic acid ClC1=C(C(=CC=C1)F)NC(=O)C1=C(C=C(C=C1)N1N=C(N(C1=O)CC)C(=O)O)O[C@H](C(F)(F)F)C